5-(1-(2,3-dichlorophenyl)ethoxy)-N-((R,E)-4-(methylsulfonyl)but-3-en-2-yl)pyrimidine-2-carboxamide ClC1=C(C=CC=C1Cl)C(C)OC=1C=NC(=NC1)C(=O)N[C@H](C)\C=C\S(=O)(=O)C